2-(2-chlorophenyl)-N-[4-(cyclopentylmethoxy)-3-sulfamoylphenyl]acetamide ClC1=C(C=CC=C1)CC(=O)NC1=CC(=C(C=C1)OCC1CCCC1)S(N)(=O)=O